(E)-2,4,6-trimethoxystyryl-3-carboxy-methylamino-4-methoxybenzyl sulfone COC1=C(/C=C/C(C2=CC(=C(C=C2)OC)C(=O)O)(NC)S(=O)(=O)C(C2=CC(=C(C=C2)OC)C(=O)O)(\C=C\C2=C(C=C(C=C2OC)OC)OC)NC)C(=CC(=C1)OC)OC